COC1=C(CN(S(=O)(=O)C2=C(C=C(C=C2)N2C[C@@](CCC2)(CCC2=CC(=CC=C2)C(F)(F)F)N(C2CCN(CC2)C)C)F)C2=NC=NC=C2)C=CC(=C1)OC (S)-N-(2,4-dimethoxybenzyl)-2-fluoro-4-(3-(methyl(1-methylpiperidin-4-yl)amino)-3-(3-(trifluoromethyl)-phenethyl)piperidin-1-yl)-N-(pyrimidin-4-yl)benzenesulfonamide